CC=1CC(N(N1)C=1C=C(C=CC1)C)=O 5-methyl-2-(m-tolyl)-2,4-dihydropyrazol-3-one